N-((1R,5S,6s)-3-(5-(6-(3-cyanopyrrolo[1,2-b]pyridazin-7-yl)-4-(oxetan-3-ylamino)pyridin-3-yl)-1,3,4-thiadiazol-2-yl)-3-azabicyclo[3.1.1]hept-6-yl)acetamide C(#N)C1=CC=2N(N=C1)C(=CC2)C2=CC(=C(C=N2)C2=NN=C(S2)N2C[C@@H]1C([C@H](C2)C1)NC(C)=O)NC1COC1